C(C)(=O)N1CCC(CC1)NCC1=C(C(=NC=C1)NC=1C(=C(C=CC1)C1=NC=CC(=C1Cl)C1=NC(=C(C=C1)CNCC1CC(NC1)=O)OC)Cl)F 4-((((2'-(3-((4-(((1-acetylpiperidin-4-yl)amino)methyl)-3-fluoropyridin-2-yl)amino)-2-chlorophenyl)-3'-chloro-6-methoxy-[2,4'-bipyridin]-5-yl)methyl)amino)methyl)pyrrolidin-2-one